4-(2-hydroxyethyl) morpholinate N1(CCOCC1)C(=O)OCCO